C(CCCCCC)OC(CCCCCCCCCCC(=O)OCCCCCCC)=O dodecandioic acid diheptyl ester